FC1=CC=C(C=C1)[C@@H]1N(CCC2=CC=CC=C12)C=1O[C@]2(CN1)CN(CC2)C (S)-2-((S)-1-(4-fluorophenyl)-3,4-dihydroisoquinolin-2(1H)-yl)-7-methyl-1-oxa-3,7-diazaspiro[4.4]non-2-ene